2-(5-ethoxy-3,7-dimethyl-2,8-diphenylbenzo[de]chromen-9-yl)-1,4,5,6-tetrahydropyrimidine C(C)OC=1C=C2C3=C(C(=C(OC3=C(C(=C2C)C2=CC=CC=C2)C=2NCCCN2)C2=CC=CC=C2)C)C1